C(CCCCCCCCC)(=O)[O-].[Mg+2].C(CCCCCCCCC)(=O)[O-] magnesium n-decanoate